C1(=CC=CC2=CC=CC=C12)OC1=CC=C(C2=CC=CC=C12)C1=NC(=NC(=N1)C(Cl)(Cl)Cl)C(Cl)(Cl)Cl 2-(4-naphthyloxy-naphthyl)-4,6-bis(trichloromethyl)-s-triazine